NC1=C2C(=NC=N1)N(N=C2C2=CC=C(C=C2)OC2=CC=CC=C2)C2CCN(CC2)CC=2C(=C1CN(C(C1=CC2)=O)[C@@H]2C(NC(CC2)=O)=O)F (S)-3-(5-((4-(4-amino-3-(4-phenoxyphenyl)-1H-pyrazolo[3,4-d]pyrimidin-1-yl)piperidine-1-yl)methyl)-4-fluoro-1-oxoisoindolin-2-yl)piperidine-2,6-dione